C1CCC2=C(C=3CCCC3C=C12)NC(=O)NS(=O)(=O)C1=CC=C(CCNC(OC(C)(C)C)=O)C=C1 tert-Butyl 4-(N-((1,2,3,5,6,7-hexahydro-s-indacen-4-yl)carbamoyl)sulfamoyl)-phenethylcarbamate